C(C)(C)C=1N=C(SC1)C(=O)C1=CNC2=CC=CC(=C12)\N=N\C=1C=C(C(=O)O)C=CC1 3-[(E)-[3-(4-isopropylthiazole-2-carbonyl)-1H-indol-4-yl]azo]benzoic acid